ClC=1C(=NC=C(C1)Cl)C1=NOC(=C1)N 3-(3,5-Dichloropyridin-2-yl)-1,2-oxazol-5-amine